2-((4-((2-aminopropyl)amino)pyridin-2-yl)amino)benzo[d]thiazole-6-carbonitrile NC(CNC1=CC(=NC=C1)NC=1SC2=C(N1)C=CC(=C2)C#N)C